N-(pyridazin-3-yl)azetidine-3-carboxamide N1=NC(=CC=C1)NC(=O)C1CNC1